2-butyl-8-(naphthalen-1-ylmethyl)-6-oxo-9-(3-(trifluoromethyl)phenyl)-3,4-dihydro-2H,6H-pyrido[1,2-e][1,2,5]thiadiazine-4-carboxylic acid 1,1-dioxide C(CCC)N1S(C=2N(C(C1)C(=O)O)C(C=C(C2C2=CC(=CC=C2)C(F)(F)F)CC2=CC=CC1=CC=CC=C21)=O)(=O)=O